methyl 2-bromo-5-nitro-3-(trifluoromethyl)benzoate BrC1=C(C(=O)OC)C=C(C=C1C(F)(F)F)[N+](=O)[O-]